Cyclopropylmethyl-{[5-(5-chloropyridin-2-yl)-1-(2,4-difluorophenyl)-1H-1,2,4-triazol-3-yl]oxy}acetat C1(CC1)COC(COC1=NN(C(=N1)C1=NC=C(C=C1)Cl)C1=C(C=C(C=C1)F)F)=O